FC1=CC=C(C=C1)[C@H]1[C@@H](C1)NCCCC[C@@H](C(=O)N1CCN(CC1)S(=O)(=O)C)NC(=O)C1=CC=C(C=C1)C1=CC=CC=C1 N-((S)-6-((1R,2S)-2-(4-fluorophenyl)cyclopropylamino)-1-(4-(methylsulfonyl)piperazin-1-yl)-1-oxohexan-2-yl)biphenyl-4-carboxamide